CN1CCC(CC1)NC1=C2C=C(N(C2=CC=C1)CC(F)(F)F)C1=NN=C(S1)CNC(=O)C1C(C1)C=1SC=CC1 N-[(5-{4-[(1-methylpiperidin-4-yl)amino]-1-(2,2,2-trifluoroethyl)-1H-indol-2-yl}-1,3,4-thiadiazol-2-yl)methyl]-2-(thiophen-2-yl)cyclopropane-1-carboxamide